C1CC(CCC1N)O (1R,4R)-4-aminocyclohexan-1-ol